FC1=CC=C(C=C1)NC([C@H](C1=CC=CC=C1)C1=NC(=CN=C1N)Br)=O (R)-2-((4-fluorophenyl)amino)-2-oxo-1-phenylethyl-3-amino-6-bromopyrazine